tert-Butyl 9-((4-(((9H-fluoren-9-yl)methoxy)carbonyl)piperazin-1-yl)methyl)-3-azaspiro[5.5]undecane-3-carboxylate C1=CC=CC=2C3=CC=CC=C3C(C12)COC(=O)N1CCN(CC1)CC1CCC2(CCN(CC2)C(=O)OC(C)(C)C)CC1